7-(benzyloxy)-9-bromo-1,3-dihydronaphtho[1,2-c]furan C(C1=CC=CC=C1)OC=1C=C2C=CC3=C(COC3)C2=C(C1)Br